N[C@@H]1[C@@H](OCC12CCN(CC2)C=2N=CC(=NC2)SC=2C(=C1C(N(C=NC1=CC2)CCN(C)C)=O)Cl)C 6-((5-((3S,4S)-4-amino-3-methyl-2-oxa-8-azaspiro[4.5]decan-8-yl)pyrazin-2-yl)thio)-5-chloro-3-(2-(dimethylamino)ethyl)quinazolin-4(3H)-one